C(CCCCCCCCCCC)N1CCN(CC1)CC(CO)O 3-(4-dodecyl-1-piperazinyl)-1,2-propanediol